FC1=C(C=C(C=C1)F)[C@]([C@@H](C(=O)O)C)(CN1N=CN=C1)O (2s,3r)-3-(2,5-difluorophenyl)-3-hydroxy-2-methyl-4-(1H-1,2,4-triazol-1-yl)butyric acid